(ethoxymethoxy)-4-(4-(((tetrahydrofuran-2-yl)methyl)amino)phthalazin-1-yl)benzaldehyde C(C)OCOC1=C(C=O)C=CC(=C1)C1=NN=C(C2=CC=CC=C12)NCC1OCCC1